dimethylcycloheptylpyridinium CC=1C(=[N+](C=CC1)C1CCCCCC1)C